C(C)C1NCCC(C1COC1=CC=C2CNC(C2=C1)=O)C1=CC=C(C=C1)OC (+/-)-6-{[(trans,trans)-2-ethyl-4-(4-methoxyphenyl)piperidin-3-yl]methoxy}-2,3-dihydro-1H-isoindol-1-one